1-(4-(4-(5-(2-bromo-6-fluorophenyl)-4,5-dihydroisoxazol-3-yl)thiazol-2-yl)piperidin-1-yl)-2-((4-methoxypyrimidin-2-yl)oxy)ethan-1-one BrC1=C(C(=CC=C1)F)C1CC(=NO1)C=1N=C(SC1)C1CCN(CC1)C(COC1=NC=CC(=N1)OC)=O